Cis-7-(trifluoromethyl)-1,4,4a,9b-tetrahydro-2H-spiro[benzofuro[3,2-b]pyridine-3,1'-cyclobutane] hydrochloride Cl.FC(C1=CC2=C(C=C1)[C@@H]1NCC3(CCC3)C[C@@H]1O2)(F)F